β-mercaptoethyltriisopropoxysilane SCC[Si](OC(C)C)(OC(C)C)OC(C)C